BrC1=CC(=C(C(=C1)[N+](=O)[O-])N[C@H]1[C@H](CCCC1)NC(=O)C1=CN=CC2=CC=CC=C12)C(NC)=O N-((1S,2R)-2-((4-bromo-2-(methylcarbamoyl)-6-nitrophenyl)amino)cyclohexyl)isoquinoline-4-carboxamide